allen nickel [Ni].C=C=C